2-(3-bromo-2-chlorophenyl)-7-cyanobenzo[d]oxazole-5-carboxylic acid methyl ester COC(=O)C=1C=C(C2=C(N=C(O2)C2=C(C(=CC=C2)Br)Cl)C1)C#N